ClC1=CC(=C(C=C1)S(=O)(=O)N1CC(C1)(CO)COC1=CC(=C(C#N)C=C1)F)F 4-((1-((4-Chloro-2-fluorophenyl)sulfonyl)-3-(hydroxymethyl)azetidin-3-yl)methoxy)-2-fluorobenzonitrile